5-[2,3-difluoro-4-(1H-pyrazol-4-yl)phenyl]-N-methyl-N-(2,2,6,6-tetramethyl-piperidin-4-yl)pyrazin-2-amine hydrochloride Cl.FC1=C(C=CC(=C1F)C=1C=NNC1)C=1N=CC(=NC1)N(C1CC(NC(C1)(C)C)(C)C)C